CS(=O)(=O)OC1=NC=CC=C1 pyridin-2-yl methanesulfonate